6-(2,3-dihydroxypropylamino)hexane-1,2,3,4,5-pentol OC(CNCC(C(C(C(CO)O)O)O)O)CO